COC1=CC=C(C=C1)C1(C=CC2=C(O1)C=1C=C(C=CC1C1=C2C(C2=CC=C(C=C21)C2=CC=C(C=C2)NC(C2=CC=C(C=C2)C2=CC=C(C=C2)[C@@H]2CC[C@H](CC2)CCCCC)=O)(C)C)C(F)(F)F)C2=CC=C(C=C2)OC 3,3-Bis(4-methoxyphenyl)-10-[4-(4-(4-(trans-4-pentylcyclohexyl)phenyl)benzamido)phenyl]-6-trifluoromethyl-13,13-dimethyl-3,13-dihydro-indeno[2',3':3,4]naphtho[1,2-b]pyran